C(CCC\C=C/CC)OC(CCC(=O)OCCCCN(CCCCCCCC(=O)OCCCCCCCCC)CCO)OCCCC\C=C/CC nonyl 8-((4-((4,4-bis(((Z)-oct-5-en-1-yl)oxy)butanoyl)oxy)butyl)(2-hydroxyethyl)amino)octanoate